C(C)C(C(=O)OC(C(C)(COC(C(CCCC)CC)=O)C)CCCCCCCCCCCCCCCC(C)C)CCCC isostearyl-neopentyl glycol di(ethylhexanoate)